(S)-11,11-difluoro-8-hydroxy-3-methyl-1,3,4,7,8,9,10,11-octahydro-2H-pyrido-[4',3':3,4]pyrazolo[1,5-a]azepine-2-carboxylate FC1(C=2N(CC(CC1)O)N=C1C2CN([C@H](C1)C)C(=O)[O-])F